2-(1-(6-Butyl-3-(4-Methoxyphenyl)Pyrazin-2-yl)Piperidin-4-yl)Acetic acid C(CCC)C1=CN=C(C(=N1)N1CCC(CC1)CC(=O)O)C1=CC=C(C=C1)OC